C(C)(C)(C)C1=CC(=C(C(=O)NC2=CC(=CC=C2)NS(=O)(=O)C)C=C1)OC1=C(C=C(C=C1)F)Cl 4-(tert-butyl)-2-(2-chloro-4-fluorophenoxy)-N-(3-(methylsulfonamido)phenyl)benzamide